tridecyl alcohol erucate C(CCCCCCCCCCC\C=C/CCCCCCCC)(=O)OCCCCCCCCCCCCC